FC1=CC(=C(C=C1)C=1C=NC(=C(C(=O)O)C1O)C)C 5-(4-fluoro-2-methylphenyl)-4-hydroxy-2-methylnicotinic acid